C(CCCCC)OC1=NN(C=C1/C=C/C=1C=C2C(C(=NC2=CC1)C1=CC=CC=C1)(C)C)C1=CC=CC=C1 5-{(E)-2-[3-(Hexyloxy)-1-phenyl-1H-pyrazol-4-yl]ethenyl}-3,3-dimethyl-2-phenyl-3H-indole